((8-(4-(3-(4-chloro-3-ethyl-1H-pyrrolo[2,3-b]pyridin-5-yl)phenyl)-3-oxopiperazin-1-yl)-8-oxooctyl)oxy)-2-(2,6-dioxopiperidin-3-yl)isoindoline-1,3-dione ClC1=C2C(=NC=C1C=1C=C(C=CC1)N1C(CN(CC1)C(CCCCCCCOC1=C3C(N(C(C3=CC=C1)=O)C1C(NC(CC1)=O)=O)=O)=O)=O)NC=C2CC